N,N'-bis[2-(1H-imidazol-5-yl)ethyl]malonamide N1C=NC=C1CCNC(CC(=O)NCCC1=CN=CN1)=O